2-chloro-5-(5-((cyclohexyl(2-hydroxy-2-phenylethyl)amino)methyl)-1H-tetrazol-1-yl)benzonitrile ClC1=C(C#N)C=C(C=C1)N1N=NN=C1CN(CC(C1=CC=CC=C1)O)C1CCCCC1